2-chloro-N-((3aR,5s,6aS)-2-(5-(3-cyano-6-ethoxypyrazolo[1,5-a]pyridin-4-yl)pyridin-2-yl)-5-methyloctahydrocyclopenta[c]pyrrol-5-yl)-6-methylbenzamide ClC1=C(C(=O)NC2(C[C@@H]3[C@@H](CN(C3)C3=NC=C(C=C3)C=3C=4N(C=C(C3)OCC)N=CC4C#N)C2)C)C(=CC=C1)C